C(C)(=O)[O-].C(C)(=O)[O-].C(C)(=O)[O-].C(C)(=O)[O-].[Ti+4] titanium(IV) tetraacetate